N1=CN=C(C=2OCC=NC21)N pyrimido[5,4-b][1,4]oxazin-4-amine